3,3-Dimethoxymethyl-2,5-dimethylhexane COCC(C(C)C)(CC(C)C)COC